2-(4-{6-methanesulfonyl-2-oxaspiro[3.3]heptan-6-yl}phenoxy)ethyl methanesulfonate CS(=O)(=O)OCCOC1=CC=C(C=C1)C1(CC2(COC2)C1)S(=O)(=O)C